CC1=NC(=C(C2=C1CC(C2)C=O)C)C 1,3,4-trimethyl-6,7-dihydro-5H-cyclopenta[c]pyridine-6-carbaldehyde